3-(2-(4-(tert-Butoxycarbonyl)piperazin-1-yl)pyrimidin-4-yl)-1H-indole-1-carboxylic acid tert-butyl ester C(C)(C)(C)OC(=O)N1C=C(C2=CC=CC=C12)C1=NC(=NC=C1)N1CCN(CC1)C(=O)OC(C)(C)C